2-[1-ethylsulfonyl-3-[4-(7H-pyrrolo[2,3-d]pyrimidin-4-yl)pyrazol-1-yl]azetidin-3-yl]Acetonitrile C(C)S(=O)(=O)N1CC(C1)(N1N=CC(=C1)C=1C2=C(N=CN1)NC=C2)CC#N